NC[C@H](CC(=O)O)C[C@@H](COC1=C(C=CC=C1)F)C (3s,5s)-3-aminomethyl-6-(2-fluoro-phenoxy)-5-methyl-hexanoic acid